(R)-N-(2-Hydroxy-2-(4-(3-(2-methyl-1H-imidazol-1-yl)propoxy)phenyl)ethyl)-N-methylacetamide O[C@@H](CN(C(C)=O)C)C1=CC=C(C=C1)OCCCN1C(=NC=C1)C